tert-butyl 3-(2-chlorophenyl)-4-(5-fluoro-6-methoxycarbonyl-3-pyridyl)piperazine-1-carboxylate ClC1=C(C=CC=C1)C1CN(CCN1C=1C=NC(=C(C1)F)C(=O)OC)C(=O)OC(C)(C)C